NC1=NC(=NC(=N1)NC1CC1)N1CC(N(CC1)CCO)C1=C(C=CC=C1)Br 2-(4-(4-amino-6-(cyclopropylamino)-1,3,5-triazin-2-yl)-2-(2-bromophenyl)piperazin-1-yl)ethan-1-ol